N1CC(CC1)NC(OC)=O Methyl N-pyrrolidin-3-ylcarbamate